benzyl 4-[[[(3R)-3-(tert-butoxycarbonylamino)-5-[(4-chlorophenyl)methyl]-4-oxo-2,3-dihydro-1,5-benzothiazepine-7-carbonyl]amino]carbamoyl]-4-methyl-piperidine-1-carboxylate C(C)(C)(C)OC(=O)N[C@H]1CSC2=C(N(C1=O)CC1=CC=C(C=C1)Cl)C=C(C=C2)C(=O)NNC(=O)C2(CCN(CC2)C(=O)OCC2=CC=CC=C2)C